ClC=1C=C(C=C(C1OCCC(F)(F)F)Cl)C(C)(C)C1=CC=C(C=C1)O 4-[1-[3,5-dichloro-4-(3,3,3-trifluoropropoxy)phenyl]-1-methyl-ethyl]phenol